2-{3-[(3S)-3-(propan-2-yl)piperazin-1-yl]-1,2,4-triazin-6-yl}-5-([1,2,5]thiadiazolo[3,4-b]pyridin-6-yl)phenol dihydrochloride Cl.Cl.CC(C)[C@H]1CN(CCN1)C=1N=NC(=CN1)C1=C(C=C(C=C1)C1=CC=2C(N=C1)=NSN2)O